C(C)(C)(C)OC(=O)N1CC=2C=C(C=NC2CC1)Br 3-bromo-7,8-dihydro-5H-1,6-naphthyridine-6-carboxylic acid tert-butyl ester